(+/-)-cis-5-((1s,3s)-3-hydroxycyclobutoxy)-N-methyl-7-(trifluoromethyl)thieno[3,2-b]pyridine-3-carboxamide O[C@H]1C[C@H](C1)OC1=CC(=C2C(=N1)C(=CS2)C(=O)NC)C(F)(F)F |r|